COC1=CC=C(CSC2=C3C(=NC=C2)N(C=C3)C(=O)OC(C)(C)C)C=C1 tert-butyl 4-((4-methoxybenzyl)thio)-1H-pyrrolo[2,3-b]pyridine-1-carboxylate